N-(6'-((2-oxa-6-azaspiro[3.3]heptan-6-yl)methyl)-6-methoxy-[2,3'-bipyridin]-5-yl)-5-methyl-3-phenylisoxazole-4-carboxamide C1OCC12CN(C2)CC2=CC=C(C=N2)C2=NC(=C(C=C2)NC(=O)C=2C(=NOC2C)C2=CC=CC=C2)OC